N-(4-(1-(5-(6-ethoxypyrazin-2-yl)indolin-1-yl)-1-oxobutan-2-yl)thiazol-2-yl)cyclopropanesulfonamide C(C)OC1=CN=CC(=N1)C=1C=C2CCN(C2=CC1)C(C(CC)C=1N=C(SC1)NS(=O)(=O)C1CC1)=O